C[N+](C)(C)CCCC[C@@H](C(=O)O)N trimethyl-L-Lysine